3-(2-triisopropylsilylethynyl)phenol C(C)(C)[Si](C#CC=1C=C(C=CC1)O)(C(C)C)C(C)C